CN1N=C(C=C1)CNC(=O)[C@@H]1CN(CC[C@H]1NC(=O)C1=NOC(=C1)C1=C(C=C(C=C1)F)F)C1CCCCC1 (3R,4R)-1-cyclohexyl-4-{[5-(2,4-difluoro-phenyl)-isoxazole-3-carbonyl]-amino}-piperidine-3-carboxylic acid (1-methyl-1H-pyrazol-3-ylmethyl)-amide